N-(2-((1r,3r,5r,7r)-adamantan-2-ylamino)ethyl)-1-(4-chlorophenyl)-5-(2,4-dichlorophenyl)-4-methyl-1H-pyrazole-3-carboxamide C12C(C3CC(CC(C1)C3)C2)NCCNC(=O)C2=NN(C(=C2C)C2=C(C=C(C=C2)Cl)Cl)C2=CC=C(C=C2)Cl